FC=1C=C(C=CC1[Si](C)(C)C)NC([C@@H](C1=CC=C(C=C1)COC)NC(=O)N1CC(C1)O)=O N-((1R)-2-((3-fluoro-4-(trimethylsilyl)phenyl)amino)-1-(4-(methoxymethyl)phenyl)-2-oxoethyl)-3-hydroxyazetidine-1-carboxamide